FC(C(=O)O)(F)F.FC=1C=C(C(=O)NCC2CCC(CC2)N2N=C3C=C(C=CC3=C2)C=2C=NN(C2)CCO)C=C(C1O)F 3,5-difluoro-4-hydroxy-N-{[(1r,4r)-4-{6-[1-(2-hydroxyethyl)-1H-pyrazol-4-yl]-2H-indazol-2-yl}cyclohexyl]methyl}benzamide, trifluoroacetate salt